N,N'-bis(phenyl)-benzidin C1(=CC=CC=C1)NC1=CC=C(C=C1)C1=CC=C(NC2=CC=CC=C2)C=C1